C1[C@@H]2N(CCN1C1=C(CN3CCN(CC3)C(=O)N3N=C(C=C3)C(=O)O)C=CC(=C1)C(F)(F)F)CCC2 (R)-1-(4-(2-(hexahydropyrrolo[1,2-a]pyrazin-2(1H)-yl)-4-(trifluoromethyl)benzyl)piperazine-1-carbonyl)-1H-pyrazole-3-carboxylic acid